2-(cyclopropylamino)-8-(4-(difluoromethoxy)phenyl)-6-(2-(2-(methylsulfonyl)ethyl)-2H-indazol-5-yl)pteridine-7(8H)-one C1(CC1)NC1=NC=2N(C(C(=NC2C=N1)C1=CC2=CN(N=C2C=C1)CCS(=O)(=O)C)=O)C1=CC=C(C=C1)OC(F)F